bis(n-propylcyclopentadienyl)zirconium chloride [Cl-].C(CC)C1(C=CC=C1)[Zr+2]C1(C=CC=C1)CCC.[Cl-]